ClC1=C(C=CC(=C1)F)[C@H]1N(CCC1)C1=C(C(=O)N[C@H](C)\C=C\S(=O)(=O)C)C(=CC=N1)F ((S)-2-(2-Chloro-4-fluorophenyl)pyrrolidin-1-yl)-4-fluoro-N-((R,E)-4-(methylsulfonyl)but-3-en-2-yl)nicotinamide